1-((2s,5r)-2-methyl-5-(4-((2-methylpyridin-4-yl)amino)-6-(pyridin-3-yl)pyrimidin-2-yl)piperidin-1-yl)ethan-1-one C[C@@H]1N(C[C@@H](CC1)C1=NC(=CC(=N1)NC1=CC(=NC=C1)C)C=1C=NC=CC1)C(C)=O